cis-2,6-Dimethyl-2,6-octadiene C/C=C(/C)\CCC=C(C)C